O1CCN(CC1)C(C(=O)C1=CC=CC=C1)CC morpholinobutyrophenone